tert-butyl 2-(4-[[2-(3-fluoro-2-isopropylphenyl)-8-oxo-7H-purin-9-yl]methyl]phenyl)-3-methyl-4H,6H,7H-pyrazolo[4,3-c]pyridine-5-carboxylate FC=1C(=C(C=CC1)C1=NC=C2NC(N(C2=N1)CC1=CC=C(C=C1)N1N=C2C(CN(CC2)C(=O)OC(C)(C)C)=C1C)=O)C(C)C